(R)-N'-(((R)-1-methyl-1,2,3,5,6,7-hexahydro-s-indacen-4-yl)carbamoyl)-6,7-dihydro-5H-pyrazolo[5,1-b][1,3]oxazine-3-sulfonimidamide C[C@@H]1CCC2=C(C=3CCCC3C=C12)NC(=O)N=[S@](=O)(N)C=1C=NN2C1OCCC2